3-fluoropyridin-2-yl-propanoic acid tert-butyl ester C(C)(C)(C)OC(C(C)C1=NC=CC=C1F)=O